(2-((1S,6S)-6-aminocyclohex-3-en-1-yl)-3-chloro-5-cyanothieno[3,2-b]pyridin-7-yl)(furan-2-ylmethyl)carbamic acid tert-butyl ester C(C)(C)(C)OC(N(CC=1OC=CC1)C1=C2C(=NC(=C1)C#N)C(=C(S2)[C@H]2CC=CC[C@@H]2N)Cl)=O